CC1=CC2=C(N=C(N=C2NCCCC2=CC=C(C=C2)C2=CC=C(C=C2)OC(F)(F)F)C2=NOC=N2)S1 6-methyl-2-(1,2,4-oxadiazol-3-yl)-N-(3-(4'-(trifluoromethoxy)-[1,1'-biphenyl]-4-yl)propyl)thieno[2,3-d]pyrimidin-4-amine